C[Si](NC(C)C)(N(C)C)C Dimethyl(Dimethylamino)(Isopropylamino)Silane